BrC=1C=C2N(C=NC(=C2)C(=O)O)C1 6-bromopyrrolo[1,2-c]pyrimidine-3-carboxylic acid